(S)-4-fluoro-N-(5-methyl-6-oxo-6,7,8,9-tetrahydro-5H-pyrazino[2,3-b]azepin-7-yl)-1-((2-methylpyridin-3-yl)methyl)-1H-pyrazole-3-carboxamide FC=1C(=NN(C1)CC=1C(=NC=CC1)C)C(=O)N[C@H]1CCC2=C(N(C1=O)C)N=CC=N2